Benzeneacetonitrile C1(=CC=CC=C1)CC#N